Cl.BrC1=CC(=C(C=C1)CCN)C 2-(4-bromo-2-methylphenyl)ethanamine hydrochloride